FC1=C(C=CC=C1)P(OC(C(F)(F)F)C)([O-])=O methyl(2,2,2-trifluoroethyl) (2-fluorophenyl)phosphonate